2-(2-chloro-3-methoxyphenyl)-6-(4-ethyl-3-(hydroxymethyl)-5-oxo-4,5-dihydro-1H-1,2,4-triazol-1-yl)-7-fluoro-4-(prop-1-en-2-yl)isoquinolin-1(2H)-one ClC1=C(C=CC=C1OC)N1C(C2=CC(=C(C=C2C(=C1)C(=C)C)N1N=C(N(C1=O)CC)CO)F)=O